FC1=C(CC2=C3N(C=C(N2)C2=CC(=CC=C2)F)C(C(=N3)CC=3OC=CC3)=O)C=CC=C1 8-(2-Fluorobenzyl)-6-(3-fluorophenyl)-2-(furan-2-ylmethyl)imidazo[1,2-a]pyrazin-3(7H)-one